7-carbonyl-5-benzyl-5-azaspiro[2.4]heptane C(=O)=C1CN(CC12CC2)CC2=CC=CC=C2